FC=1C=NN2C1C(NC1=CC(=CC(=C21)F)CN2CCN(CC2)C=2C(=NC(=CC2)C(NC)=O)F)=O 3,9-difluoro-7-((4-(2-fluoro-6-(methylcarbamoyl)pyridin-3-yl)piperazin-1-yl)methyl)pyrazolo[1,5-a]quinoxalin-4(5H)-one